BrC1=CC=C(CCNC(OC(C)(C)C)=O)C=C1 tert-Butyl (4-bromophenethyl)carbamate